4-(4-((1R,5S)-3,8-diazabicyclo[3.2.1]octan-3-yl)-6-fluoro-2-(((2R,7aS)-2-fluorotetrahydro-1H-pyrrolizin-7a(5H)-yl)methoxy)quinazolin-7-yl)naphthalen-2-ol [C@H]12CN(C[C@H](CC1)N2)C2=NC(=NC1=CC(=C(C=C21)F)C2=CC(=CC1=CC=CC=C21)O)OC[C@]21CCCN1C[C@@H](C2)F